C(C)N([C@@H](CSSC1=NC=CC=C1)C(=O)O)C(C)=O ethyl-N-acetyl-S-(pyridin-2-ylsulfanyl)-L-cysteine